N-[(1S)-1-(dicyclopropylmethyl)-2-oxo-2-[[1-[(2-oxo-3-piperidyl)methyl]pyrazol-4-yl]amino]ethyl]-2-isopropyl-pyrazole-3-carboxamide C1(CC1)C([C@@H](C(NC=1C=NN(C1)CC1C(NCCC1)=O)=O)NC(=O)C=1N(N=CC1)C(C)C)C1CC1